5-bromo-N-[4-bromo-2-methyl-6-(methylcarbamoyl)phenyl]-2-cyclopropyl-pyrazole-3-carboxamide BrC=1C=C(N(N1)C1CC1)C(=O)NC1=C(C=C(C=C1C(NC)=O)Br)C